ClC1=C(C=CC=C1F)C1=C(C2=C(N=C(N=C2)NC2=CC(=C(C=C2)N2CCN(CC2)C)C)N(C1=O)C1CCC(CC1)NC(=O)C1CCCCC1)C N-((1S,4S)-4-(6-(2-chloro-3-fluorophenyl)-5-methyl-2-((3-methyl-4-(4-methylpiperazin-1-yl)phenyl)amino)-7-oxopyrido[2,3-d]pyrimidin-8(7H)-yl)cyclohexyl)cyclohexanecarboxamide